4-aminoisatoic anhydride NC=1C=C2C(C(=O)OC(N2)=O)=CC1